OC1=C(C=C(C=C1)OC)S(=O)(=O)NC1=NOC2=C1C(=CC(=C2)CN2N=CC=C2)OC 2-hydroxy-5-methoxy-N-{4-methoxy-6-[(1H-pyrazol-1-yl)methyl]-1,2-benzoxazol-3-yl}benzene-1-sulfonamide